Cl.ClC=1C=NC=C(C1)CCl 3-chloro-5-(chloromethyl)pyridine hydrochloride